3-(2-methylphenyl)pyrimido[1,2-a]benzimidazole CC1=C(C=CC=C1)C=1C=NC2=NC3=C(N2C1)C=CC=C3